N-(2,1,3-benzothiadiazol-4-yl)-6-(trifluoromethyl)-1H-indole-3-sulphonamide N=1SN=C2C1C=CC=C2NS(=O)(=O)C2=CNC1=CC(=CC=C21)C(F)(F)F